FC=1C=CC(=NC1)O[C@@H]1CN(CC1)C=1C(=NC(=CC1)C1=C(C=CC=C1)C)CO (S)-(3-(3-(5-fluoropyridin-2-yloxy)pyrrolidin-1-yl)-6-o-tolylpyridin-2-yl)methanol